(methylvinyl)cyclotrisiloxane methyl-5-(4,4,5,5-tetramethyl-1,3,2-dioxaborolan-2-yl)picolinate COC(C1=NC=C(C=C1)B1OC(C(O1)(C)C)(C)C)=O.CC=C[SiH]1O[SiH2]O[SiH2]O1